2-nonadecatrienyl-4,5-dihydro-1,3-oxazine C(=CC=CC=CCCCCCCCCCCCCC)C=1OCCCN1